1-hexadecanoyl-2-(9Z-pentadecenoyl)-glycero-3-phospho-(1'-sn-glycerol) CCCCCCCCCCCCCCCC(=O)OC[C@H](COP(=O)(O)OC[C@H](CO)O)OC(=O)CCCCCCC/C=C\CCCCC